6-((2-((5S)-1,7-Diazaspiro[4.5]decan-7-yl)-1H-benzimidazol-1-yl)methyl)-3-pyridincarbonitril N1CCC[C@]12CN(CCC2)C2=NC1=C(N2CC2=CC=C(C=N2)C#N)C=CC=C1